tert-butyl 4-cyclopropyl-2-methyl-4-oxo-butanoate C1(CC1)C(CC(C(=O)OC(C)(C)C)C)=O